6-[2-(4-chlorophenyl)ethyl]-4-hydroxypyridazin-3(2H)-one ClC1=CC=C(C=C1)CCC=1C=C(C(NN1)=O)O